C(C)(C)(C)OC(N(C)C=1C=NC(=C(C1)SCC)C1=NC2=C(C=NC(=C2)C(F)(F)F)N1C)=O N-[5-ethylsulfanyl-6-[3-methyl-6-(trifluoromethyl)imidazo[4,5-c]pyridin-2-yl]-3-pyridinyl]-N-methyl-carbamic acid tert-butyl ester